[O].O.[Pt] platinum water oxygen